7-(4-fluorobenzyl)-8-(4-fluorophenyl)-1-(3-hydroxypropyl)-3-methyl-1H-purine-2,6(3H,7H)-dione FC1=CC=C(CN2C(=NC=3N(C(N(C(C23)=O)CCCO)=O)C)C2=CC=C(C=C2)F)C=C1